2-((4-(1-(2-(((1H-pyrrolo[3,2-c]pyridine-2-yl)methyl)amino)-2-oxoethyl)-5-((dibenzo[b,d]furan-2-ylmethyl)amino)-6-oxo-1,6-dihydropyrimidin-2-yl)phenyl) amino)-2-oxoethyl acetate C(C)(=O)OCC(=O)NC1=CC=C(C=C1)C=1N(C(C(=CN1)NCC1=CC2=C(OC3=C2C=CC=C3)C=C1)=O)CC(=O)NCC1=CC=3C=NC=CC3N1